(3R,4S)-3-fluoro-1-(4-((5-isopropyl-8-((2R,3S)-2-methyl-3-(((S)-methyl-Sulfinyl)methyl)azetidin-1-yl)isoquinolin-3-yl)amino)pyrimidin-2-yl)-3-methylpiperidin-4-ol F[C@@]1(CN(CC[C@@H]1O)C1=NC=CC(=N1)NC=1N=CC2=C(C=CC(=C2C1)C(C)C)N1[C@@H]([C@H](C1)C[S@@](=O)C)C)C